F.[F-].C(C(=C)C)(=O)OCCOC1=CC=C(C=C1)C(CCC(=O)NCCCCC(C(=O)[O-])N(CC(=O)[O-])CC(=O)[O-])(C)C1=CC=C(C=C1)OCCOC(C(=C)C)=O.[Na+].[Ga+3] gallium (III) sodium (2,2'-((5-(4,4-bis(4-(2-(methacryloyloxy)ethoxy)phenyl)pentanamido)-1-carboxylatopentyl)azanediyl)diacetate) fluoride hydrofluoride